6-oxohexyl-6-((6-hydroxyhexanoyl)oxy)hexanoate O=CCCCCCOC(CCCCCOC(CCCCCO)=O)=O